1,1'-(chlorophosphanediyl)bis(3-(3,5-di-tert-butylphenyl)-1H-indole) ClP(N1C=C(C2=CC=CC=C12)C1=CC(=CC(=C1)C(C)(C)C)C(C)(C)C)N1C=C(C2=CC=CC=C12)C1=CC(=CC(=C1)C(C)(C)C)C(C)(C)C